ClC=1N=C(NC1[C@H]1[C@H](CN(CC1)S(=O)(=O)CCC(=O)N1C[C@H](CC1)O)C)C1=NC=C(C=C1)F 3-[[(3R,4R)-4-[4-Chloro-2-(5-fluoro-2-pyridyl)-1H-imidazol-5-yl]-3-methyl-1-piperidyl]sulfonyl]-1-[(3S)-3-hydroxypyrrolidin-1-yl]propan-1-one